1-pentyl cyanoacrylate C(#N)C(C(=O)OCCCCC)=C